COC=1C=C(C=CC1OC)C=1NC2=CC=C(C=C2C1C(C)C)C1CCN(CC1)C(CN[C@@H](CO)CC(C)C)=O (R)-1-(4-(2-(3,4-dimethoxyphenyl)-3-isopropyl-1H-indol-5-yl)piperidin-1-yl)-2-((1-hydroxy-4-methylpentan-2-yl)amino)ethan-1-one